C(OOC1=CC=C2C3=C1O[C@@H]1[C@]34CCN(C([C@@]4(CCC1=C)O)C2)CC2CC2)(OC)=O (((4aS,7aS,12bS)-3-(cyclopropylmethyl)-4a-hydroxy-7-methylene-2,3,4,4a,5,6,7,7a-octahydro-1H-4,12-methanobenzofuro[3,2-e]isoquinolin-9-yl) oxy) methyl carbonate